C(C1=CC=CC=C1)OC1=C(C=CC(=C1)C=1N=NN(N1)C)C=1N=C2N(C=CC(=N2)C2CC(NC(C2)(C)C)(C)C)C1 2-(2-(benzyloxy)-4-(2-methyl-2H-tetrazol-5-yl)phenyl)-7-(2,2,6,6-tetramethylpiperidin-4-yl)imidazo[1,2-a]pyrimidine